FC=1C=C2C(=CNC2=CC1F)C1C(N(C2=C(S1)SC(=C2)C(=O)N)CC2=CC(=CC(=C2)C(F)(F)F)F)=O (5,6-difluoro-1H-indol-3-yl)-1-(3-fluoro-5-(trifluoromethyl)benzyl)-2-oxo-2,3-dihydro-1H-thieno[2,3-b][1,4]thiazine-6-carboxamide